ClC1=C(C2=C(N(C(=N2)C)CC2=C(C=CC=C2)B(O)O)C=C1Cl)[N+](=O)[O-] [2-[(5,6-dichloro-2-methyl-4-nitro-1H-benzimidazol-1-yl)methyl]phenyl]-boronic acid